(1s,2r)-2,4-dimethylcyclohex-3-en-1-carbaldehyde C[C@H]1[C@H](CCC(=C1)C)C=O